N[C@H]1[C@@H](CCCC1)C1=C(C2=NC(=CC(=C2S1)NCC=1SC=CC1)Cl)C1CC1 2-((1r,2r)-2-aminocyclohexyl)-5-chloro-3-cyclopropyl-N-(thiophen-2-ylmethyl)thieno[3,2-b]pyridin-7-amine